1-(2-bromo-4-propylphenyl)ethan-1-ol BrC1=C(C=CC(=C1)CCC)C(C)O